1-(1-(4'-(3-methoxypropoxy)-[1,1'-biphenyl]-4-yl)cyclopropyl)-3-(4-methyl-1-azabicyclo[3.2.2]non-4-yl)urea COCCCOC1=CC=C(C=C1)C1=CC=C(C=C1)C1(CC1)NC(=O)NC1(CCN2CCC1CC2)C